2-(6-(4-(3,3-difluorocyclobutyl)-4H-1,2,4-triazol-3-yl)pyridin-2-yl)-6-(isopropyl(methyl)amino)-4-((methylamino)methyl)-2,3-dihydro-1H-pyrrolo[3,4-c]pyridin-1-one FC1(CC(C1)N1C(=NN=C1)C1=CC=CC(=N1)N1CC=2C(=NC(=CC2C1=O)N(C)C(C)C)CNC)F